(2,2,2-trifluoroethyl)(1,1,2,2-tetrafluoroethyl)ether FC(COC(C(F)F)(F)F)(F)F